5-Hydroxy-2-methyl-2-(4-methylpent-3-en-1-yl)-N-(1-(methylsulfonyl)piperidin-4-yl)-7-pentyl-2H-chromene-6-carboxamide OC1=C2C=CC(OC2=CC(=C1C(=O)NC1CCN(CC1)S(=O)(=O)C)CCCCC)(CCC=C(C)C)C